CN(CCC1=CNC2=CC=CC(=C12)OC(=O)N[C@@H]([C@@H](C)CC)C(=O)O)C (((3-(2-(dimethylamino)ethyl)-1H-indol-4-yl)oxy)carbonyl)-L-isoleucine